C(#N)[C@]1([C@H](C1)C)N1C(=CC2=CC(=CC=C12)[C@@H]1CC(OCC1)(C)C)C(=O)N(C1=CC=CC=C1)C 1-((1S,2S)-1-Cyano-2-methylcyclopropyl)-5-((S)-2,2-dimethyltetrahydro-2H-pyran-4-yl)-N-methyl-N-phenyl-1H-indole-2-carboxamide